C(C)(C)(C)C1=CC=C(C(=N1)Cl)C(=O)NS(=O)(=O)C1=CC=CC(=N1)NC(CC[C@@H]1CNC(C1)(C)C)C1=CC=C(C(=O)O)C=C1 4-[1-[[6-[(6-tert-butyl-2-chloro-pyridine-3-carbonyl)sulfamoyl]-2-pyridyl]amino]-3-[(3S)-5,5-dimethylpyrrolidin-3-yl]propyl]benzoic acid